CC=1C(=NC=C(C1)C)N[C@H]1CN(CC1)C(=O)C1=CC=C(C=C1)[C@@]1(C(NC(N1)=O)=O)C(C)C (R)-5-{4-[(R)-3-(3,5-dimethylpyridin-2-ylamino)pyrrolidine-1-carbonyl]phenyl}-5-isopropylimidazolidine-2,4-dione